N1CCC(CC1)NC=1N=CC2=C(N1)NC(C21CC1)=O (piperidin-4-ylamino)spiro[cyclopropane-1,5'-pyrrolo[2,3-d]pyrimidin]-6'(7'H)-one